5-hydroxy-3-(2-hydroxymethyl-1H-indol-3-yl)-2,3-dihydro-isoindol-1-one OC=1C=C2C(NC(C2=CC1)=O)C1=C(NC2=CC=CC=C12)CO